[Cl-].C(CCCCCCC)[P+](C[Si](C)(C)Cl)(CCCCCCCC)CCCCCCCC trioctyl-{(chlorodimethylsilyl)methyl}phosphonium chloride